NN1C(N(C(C1)C1=CC=C(C=C1)OC)C1=CC2=C(NC=N2)C=C1)=O 1-Amino-3-(1H-benzo[d]imidazol-5-yl)-4-(4-methoxyphenyl)imidazolidin-2-one